C(C)(=O)C1=NN(C2=CC=C(C=C12)C=1C=NC(=NC1)C)CC(=O)N1[C@H]2C[C@]2(C[C@H]1C(=O)NC1=NC(=CC=C1)Br)CO (1S,3S,5R)-2-(2-(3-acetyl-5-(2-methylpyrimidin-5-yl)-1H-indazol-1-yl)acetyl)-N-(6-bromopyridin-2-yl)-5-(hydroxymethyl)-2-azabicyclo[3.1.0]hexane-3-carboxamide